C(C(C)(C)C)(=O)OCOC[C@H]1O[C@@]([C@@H]([C@@H]1OC(C(C)C)=O)O)(C#N)C1=CC=C2C(=NC=NN21)N (((2R,3S,4R,5R)-5-(4-aminopyrrolo[2,1-f][1,2,4]triazin-7-yl)-5-cyano-4-hydroxy-3-(isobutyryloxy)tetrahydrofuran-2-yl)methoxy)methyl pivalate